CC1=NC(=NO1)C1=CC=C2C=CN=C(C2=C1)NCCN1C(C2=NC(=CC=C2C1)OCCC)=O 6-[2-[[7-(5-methyl-1,2,4-oxadiazol-3-yl)-1-isoquinolinyl]amino]ethyl]-2-propoxy-5H-pyrrolo[3,4-b]pyridin-7-one